C1(=C(C=CC=C1)C1=CC(OC2=CC(=CC=C12)OC(C(=O)N1CC(CCC1)C#N)C)=O)C 1-[2-[4-(o-tolyl)-2-oxo-chromen-7-yl]oxypropanoyl]piperidine-3-carbonitrile